6-ethoxy-5-({6-[(1r,2s)-5'-methoxy-2'-oxo-1',2'-dihydrospiro[cyclopropan-1,3'-indol]-2-yl]-1H-indazol-3-yl}amino)-N,N-dimethylpyridine-2-sulfonamide C(C)OC1=C(C=CC(=N1)S(=O)(=O)N(C)C)NC1=NNC2=CC(=CC=C12)[C@@H]1C[C@@]12C(NC1=CC=C(C=C21)OC)=O